5-(((3r,4s)-4-(4-chlorophenoxy)-3-hydroxy-3-(hydroxymethyl)pyrrolidin-1-yl)sulfonyl)-pyridine-2-carbonitrile ClC1=CC=C(O[C@@H]2[C@@](CN(C2)S(=O)(=O)C=2C=CC(=NC2)C#N)(CO)O)C=C1